Methyl chlorobenzoate ClC1=C(C(=O)OC)C=CC=C1